tridecyl-fluoro-n-octyl-silane C(CCCCCCCCCCCC)[SiH](CCCCCCCC)F